5-bromo-3-((2-(3-((3-ethyl-1-methyl-1H-pyrazol-5-yl)methyl)pyridin-2-yl)-5-fluorobenzyl)oxy)pyridin-2-amine BrC=1C=C(C(=NC1)N)OCC1=C(C=CC(=C1)F)C1=NC=CC=C1CC1=CC(=NN1C)CC